1-(4-(2-(3-methoxyphenethyl)-6,7,8,9-tetrahydro-5H-cyclohepta[4,5]thieno[2,3-d]pyrimidin-4-yl)piperazin-1-yl)prop-2-en-1-one COC=1C=C(CCC=2N=C(C3=C(N2)SC2=C3CCCCC2)N2CCN(CC2)C(C=C)=O)C=CC1